C(C)(C)(C)[Si](C1=CN(C=CC1=O)CC(=O)OC(C)(C)C)(F)C(C)(C)C tert-butyl {3-[di(tert-butyl)(fluoro)silyl]-4-oxo-1-pyridyl}acetate